5-amino-3-(4-bromo-2-fluoro-phenyl)-1-tetrahydrofuran-3-yl-pyrazole-4-carbonitrile NC1=C(C(=NN1C1COCC1)C1=C(C=C(C=C1)Br)F)C#N